CN(C)CC1=C(C=CC=C1)B(O)O (2-((dimethylamino)methyl)phenyl)boronic acid